hexamethoxydisilazane, lithium salt [Li].CO[Si](N[Si](OC)(OC)OC)(OC)OC